maleimidobutyryloxy-succinimide C1(C=CC(N1CCCC(=O)OC1C(=O)NC(C1)=O)=O)=O